CC=1C(=NNC1NC(C=C)=O)C1=CC=NC=C1 N-(4-methyl-3-(pyridin-4-yl)-1H-pyrazol-5-yl)propenamide